FC1=CC(=C(C(=C1)C(C)C)C(C(=O)Cl)C)C(C)C 2-(4-fluoro-2,6-diisopropylphenyl)propionyl chloride